2-(1-benzhydryl-azetidin-3-ylidene)propan-1-ol C(C1=CC=CC=C1)(C1=CC=CC=C1)N1CC(C1)=C(CO)C